ClC=1C=C(C=C(C1)Cl)N1CCN(CC1)S(=O)(=O)C1=CC=C(C=C1)NC(C1=C(C=CC=C1)C1=NC(=NO1)C)=O N-(4-((4-(3,5-Dichlorophenyl)piperazin-1-yl)sulfonyl)phenyl)-2-(3-methyl-1,2,4-oxadiazol-5-yl)benzamide